(6S)-6-{2-Chloro-3-[(2-fluoro-pyridin-4-yl)amino]phenyl}-2-imino-6-methyl-3-(tetrahydro-pyran-4-yl)hexahydropyrimidin-4-one ClC1=C(C=CC=C1NC1=CC(=NC=C1)F)[C@@]1(CC(N(C(N1)=N)C1CCOCC1)=O)C